C(C1=CC=CC=C1)OC=1C(=C(C=CC1Cl)B(O)O)F 3-BENZYLOXY-4-CHLORO-2-FLUOROPHENYLBORONIC ACID